N'-(4-fluorophenyl)-2,2-dimethyl-2H-chromene-6-carbohydrazide FC1=CC=C(C=C1)NNC(=O)C=1C=C2C=CC(OC2=CC1)(C)C